2-hydroxy-4-(5,6-dihydroxy-7-methoxy-4-oxo-4H-chromen-2-yl)phenolate OC1=C(C=CC(=C1)C=1OC2=CC(=C(C(=C2C(C1)=O)O)O)OC)[O-]